CCCCCCCCCCCC(=O)O[C@H](COC(=O)CCCCCCC/C=C\C/C=C\CCCCC)COP(=O)(O)OC[C@H](CO)O 1-(9Z,12Z-octadecadienoyl)-2-dodecanoyl-glycero-3-phospho-(1'-sn-glycerol)